2-methylthiopyrimido[5,4-c]quinolin-5(6H)-one CSC=1N=CC=2C(NC=3C=CC=CC3C2N1)=O